7-Fluoro-5-(1'-(2-methoxyethyl)-[1,4'-bipiperidin]-4-yl)-1-methyl-2-(4-(methylsulfonyl)phenyl)-1H-benzo[d]imidazol FC1=CC(=CC2=C1N(C(=N2)C2=CC=C(C=C2)S(=O)(=O)C)C)C2CCN(CC2)C2CCN(CC2)CCOC